[1-[4-(4-methylpyrazol-1-yl)pyrimidin-2-yl]-4-piperidyl]-[(3S)-3-(6-methyl-3-pyridyl)isoxazolidin-2-yl]methanone CC=1C=NN(C1)C1=NC(=NC=C1)N1CCC(CC1)C(=O)N1OCC[C@H]1C=1C=NC(=CC1)C